C12COCC(N1C=1SC3=C(N1)C=CC(=C3C(=O)NC=3N=NC(=CC3C(NC31COC(CC3)(CC1)C(F)(F)F)=O)Cl)OC)C2 2-(3-Oxa-6-azabicyclo[3.1.1]heptan-6-yl)-N-(6-chloro-4-((1-(trifluoromethyl)-2-oxabicyclo[2.2.2]octan-4-yl)carbamoyl)pyridazin-3-yl)-6-methoxybenzo[d]thiazole-7-carboxamide